C(C1=CC=CC=C1)N1C2=NC=NC(=C2N=C1C1=C(C=C(OCCN2C[C@@H]3N([C@H](C2)C3)C(=O)OC(C)(C)C)C=C1)Cl)OC1(CC1)C Tert-butyl (1R,5S)-3-(2-(4-(9-benzyl-6-(1-methylcyclopropoxy)-9H-purin-8-yl)-3-chlorophenoxy)ethyl)-3,6-diazabicyclo[3.1.1]heptane-6-carboxylate